[Cl-].C(C)N1C=[N+](C=C1)CC 1,3-diethylimidazolium chloride salt